(S)-N-(3-(3-(9H-purin-6-yl)pyridin-2-ylamino)-4-methylphenyl)-2-(3-(trifluoromethyl)piperidin-1-yl)acetamide N1=CN=C2NC=NC2=C1C=1C(=NC=CC1)NC=1C=C(C=CC1C)NC(CN1C[C@H](CCC1)C(F)(F)F)=O